CC=1N(N=C2C=C(C=C(C12)S(=O)(=O)Cl)C(=O)O)COCC[Si](C)(C)C methyl-4-chlorosulfonyl-2-((2-(trimethylsilyl)ethoxy)methyl)-2H-indazole-6-carboxylic acid